1-[4-[4-(4-aminobutanoyl)piperazin-1-yl]phenyl]hexahydropyrimidine NCCCC(=O)N1CCN(CC1)C1=CC=C(C=C1)N1CNCCC1